CN(C)CC1(CC1)COC=1N=C(C2=C(N1)CN(CC2)C2=CC=CC1=CC=CC(=C21)CC)NCCC2=NN=CN2C(C)C 2-((1-((dimethylamino)methyl)cyclopropyl)methoxy)-7-(8-ethylnaphthalen-1-yl)-N-(2-(4-isopropyl-4H-1,2,4-triazol-3-yl)ethyl)-5,6,7,8-tetrahydropyrido[3,4-d]pyrimidin-4-amine